COC=1C=C2C(=CN1)NC(=C2)C(=O)O 5-methoxy-1H-pyrrolo[2,3-c]Pyridine-2-carboxylic acid